N-(1-(azetidin-1-ylmethyl)cyclopropyl)-2,2-difluoro-2-(5-fluoro-2-methylphenyl)acetamide N1(CCC1)CC1(CC1)NC(C(C1=C(C=CC(=C1)F)C)(F)F)=O